ClC=1C=C(C(=NC1)N1C([C@@](N(C(C1)=O)CC1=CC=C(C=C1)C(F)(F)F)(C)CNC(C)=O)=O)F (R)-N-((4-(5-chloro-3-fluoropyridin-2-yl)-2-methyl-3,6-dioxo-1-(4-(trifluoromethyl)benzyl)piperazin-2-yl)methyl)acetamide